O1CCN(CC1)C1=NC=2N(C=C1)N=CC2 5-morpholinopyrazolo[1,5-a]pyrimidine